(5S)-1'-[6-methyl-7-(2-thienyl)pyrazolo[1,5-a]pyrazin-4-yl]spiro[5,7-dihydrocyclopenta[b]pyridine-6,4'-piperidine]-5-amine hydrochloride Cl.CC=1N=C(C=2N(C1C=1SC=CC1)N=CC2)N2CCC1(CC2)[C@@H](C=2C(=NC=CC2)C1)N